C12OCC(CC1=O)CC2 2-oxa-bicyclo[2.2.2]octan-6-one